(3,4-dichloro-5-fluoro-1H-indol-2-yl)(4-((3S,4S)-4-(trifluoromethyl)pyrrolidine-3-carbonyl)piperazin-1-yl)methanone ClC1=C(NC2=CC=C(C(=C12)Cl)F)C(=O)N1CCN(CC1)C(=O)[C@@H]1CNC[C@H]1C(F)(F)F